CN1N=CC=2C1=NC(=CN2)N[C@@H](C)C=2C=C(C=CC2)NC(=O)N2CC(CCC2)C(F)(F)F N-(3-((S)-1-((1-methyl-1H-pyrazolo[3,4-b]pyrazin-6-yl)amino)ethyl)phenyl)-3-(trifluoromethyl)piperidine-1-carboxamide